FC1=CC2=C(OC3=C2C(=C(C=C3)C)CC)C=C1F 2,3-difluoro-8-methyl-9-ethyl-dibenzofuran